1H-indole-2-carboxylic acid isopropyl ester C(C)(C)OC(=O)C=1NC2=CC=CC=C2C1